butanol tartrate C(=O)(O)C(O)C(O)C(=O)O.C(CCC)O